(Z)-N-hydroxy-13-docosa-eneamide ONC(CCCCCCCCCCC\C=C/CCCCCCCC)=O